C(C1=CC=CC=C1)N1C[C@H](C([C@H](C1)C)O)C (3r,4r,5s)-1-benzyl-3,5-dimethylpiperidin-4-ol